N-lauroyl-glycine triethanolamine salt N(CCO)(CCO)CCO.C(CCCCCCCCCCC)(=O)NCC(=O)O